NC=1N=C(SC1C(=O)C1=CC(=NO1)CN(C)C1CCCC1)N(C1=CC=C(C=C1)F)C(C(=O)N)C (N-[4-amino-5-[3-[[cyclopentyl(methyl)amino]methyl]isoxazole-5-carbonyl]thiazol-2-yl]-4-fluoro-anilino)propanamide